ONC(CC1(CCCCC1)CNC(OC(C)(C)C)=O)=O tert-butyl ([1-{2-(hydroxyamino)-2-oxoethyl}cyclohexyl]methyl)carbamate